ClCCNS(=O)(=O)N1CCC(CC1)C=1C(=NC=CC1)F N-(2-chloroethyl)-4-(2-fluoropyridin-3-yl)piperidine-1-sulfonamide